C(C)(C)(C)OC(=O)N1CCOC(CC1)CO 7-(hydroxymethyl)-1,4-oxazepan-4-carboxylic acid tert-butyl ester